FC=1C=C(CNC(=O)[C@H]2N(C[C@@H](C2)O)C([C@H](C(C)(C)S)NC(=O)C2(CC2)F)=O)C=CC1C1=C(N=CS1)C (2S,4R)-N-(3-fluoro-4-(4-methylthiazol-5-yl)benzyl)-1-((R)-2-(1-fluorocyclopropane-1-carboxamido)-3-mercapto-3-methylbutanoyl)-4-hydroxypyrrolidine-2-carboxamide